C(=O)OCCCCCCCCCCCCCCCCCCCCCCCCCC n-hexacosyl methanoate